N-(2,4-dimethoxybenzyl)-7-(3-iodophenyl)-2,6-naphthyridine-1-amine COC1=C(CNC2=NC=CC3=CN=C(C=C23)C2=CC(=CC=C2)I)C=CC(=C1)OC